BrC1=C(C=C2C(=NC(=NC2=C1F)Cl)N(CCCC(=O)OC)C)Cl methyl 4-((7-bromo-2,6-dichloro-8-fluoroquinazolin-4-yl)(methyl)amino)butanoate